N1-(bicyclo[2.2.1]hept-5-en-2-ylmethyl)-N2-(1H-pyrrolo[3,2-c]pyridin-3-yl)oxalamide C12C(CC(C=C1)C2)CNC(C(=O)NC2=CNC1=C2C=NC=C1)=O